4-(1-(4-(2-(azetidin-1-yl)ethyl)-2-fluorophenyl)-2-methyl-1H-imidazol-4-yl)-N-(1-(methylsulfonyl)piperidin-4-yl)-5-(trifluoromethyl)pyrimidin-2-amine N1(CCC1)CCC1=CC(=C(C=C1)N1C(=NC(=C1)C1=NC(=NC=C1C(F)(F)F)NC1CCN(CC1)S(=O)(=O)C)C)F